C[C@H](NCCCC=C)C(=O)O L-alpha-methyl-(4-pentenyl)glycine